methyl 5-((6-((1,5-dimethyl-1H-pyrazol-4-yl)amino)-1-methyl-1H-pyrazolo[3,4-d]pyrimidin-3-yl)amino)-6-methylnicotinate CN1N=CC(=C1C)NC1=NC=C2C(=N1)N(N=C2NC=2C(=NC=C(C(=O)OC)C2)C)C